[K+].CC1=CNC=2N=CN=C(C21)C(=O)[O-] 5-methyl-7H-pyrrolo[2,3-d]pyrimidine-4-carboxylic acid potassium salt